3-METHYLBUTYL PROPIONATE C(CC)(=O)OCCC(C)C